BrC1=CC=C(C=C1)C1=CC=CC2=C1N=CO2 4-(4-bromophenyl)benzo[d]oxazole